5-(4-Fluoro-3-nitrophenyl)-2H-tetrazole FC1=C(C=C(C=C1)C=1N=NNN1)[N+](=O)[O-]